3-((S)-5-(3-(3-(4-(6-(6-((R)-2-(3-fluorophenyl)pyrrolidin-1-yl)imidazo[1,2-b]pyridazin-3-yl)pyridin-2-yl)piperazin-1-yl)prop-1-yn-1-yl)phenyl)-2-oxooxazolidin-3-yl)piperidine-2,6-dione FC=1C=C(C=CC1)[C@@H]1N(CCC1)C=1C=CC=2N(N1)C(=CN2)C2=CC=CC(=N2)N2CCN(CC2)CC#CC=2C=C(C=CC2)[C@H]2CN(C(O2)=O)C2C(NC(CC2)=O)=O